C(CCCCCCC)C(CC1N(CCC1)CCSSCCN1C(CCC1)CC(CCCCCCCCC1C(C1)CCCCCCCC)CCCCCCCC)CCCCCCCCC1C(C1)CCCCCCCC 1,2-bis(2-(2-(2-octyl-10-(2-octylcyclopropyl)decyl)pyrrolidin-1-yl)ethyl)disulfane